5-(1,1-dimethylheptyl)-2-(6-isopropyl-3-methylcyclohex-2-en-1-yl)benzene-1,3-diol CC(CCCCCC)(C)C=1C=C(C(=C(C1)O)C1C=C(CCC1C(C)C)C)O